1-(4-(4-AMINO-1-CYCLOPROPYL-1H-PYRAZOLO[3,4-D]PYRIMIDIN-3-YL)-2-FLUOROPHENYL)-3-(3-(TERT-BUTYL)-4-METHYLISOXAZOL-5-YL)UREA NC1=C2C(=NC=N1)N(N=C2C2=CC(=C(C=C2)NC(=O)NC2=C(C(=NO2)C(C)(C)C)C)F)C2CC2